propionic acid-2-(2-hydroxyacetyl) hydrazide OCC(=O)NNC(CC)=O